2-[5-[(S)-ethylsulfinyl]-6-[3-methyl-6-(trifluoromethyl)imidazo[4,5-b]pyridin-2-yl]-3-pyridyl]-2-methyl-propanenitrile C(C)[S@](=O)C=1C=C(C=NC1C1=NC=2C(=NC=C(C2)C(F)(F)F)N1C)C(C#N)(C)C